5-chloro-2-fluoro-pyridin ClC=1C=CC(=NC1)F